BrC1=C(OC=C1)C(=C)C1=CC=CC=C1 3-bromo-2-(1-phenylvinyl)furan